tert-butyl 3-(3-amino-5-fluorochroman-7-yl)-3,6-diazabicyclo[3.1.1]heptane-6-carboxylate NC1COC2=CC(=CC(=C2C1)F)N1CC2N(C(C1)C2)C(=O)OC(C)(C)C